C(#N)CC12CCC(CC1)(CC2)N2C(=NC=1C2=C2C(=NC1)NC=C2)CC(=O)NCC2CCCCC2 2-(1-(4-(cyanomethyl)bicyclo[2.2.2]oct-1-yl)-1,6-dihydroimidazo[4,5-d]pyrrolo[2,3-b]pyridin-2-yl)-N-(cyclohexylmethyl)acetamide